C12(CC(C1)C2)N2C=C(C(=CC2=O)NC2[C@@H]1CN(C[C@H]21)C)C(=O)N[C@H](C)C2=C(C(=CC=C2)C(F)(F)F)F 1-(bicyclo[1.1.1]pentan-1-yl)-N-((R)-1-(2-fluoro-3-(trifluoromethyl)phenyl)ethyl)-4-(((1R,5S,6s)-3-methyl-3-azabicyclo[3.1.0]hexan-6-yl)amino)-6-oxo-1,6-dihydropyridine-3-carboxamide